(R)-1-(3-(1-((6,7-bis(2-methoxyethoxy)-2-methylquinazolin-4-yl)amino)ethyl)-2-Fluorophenyl)-1,1-difluoro-2-methylpropan-2-ol COCCOC=1C=C2C(=NC(=NC2=CC1OCCOC)C)N[C@H](C)C=1C(=C(C=CC1)C(C(C)(O)C)(F)F)F